1-bromo-4-decylbenzene BrC1=CC=C(C=C1)CCCCCCCCCC